C(\C=C(/C)\CCC=C(C)C)N([C@@H](CS)C(=O)O)C\C=C(/C)\CCC=C(C)C Geranylgeranylcysteine